6-ethoxy-2-(naphthalen-2-ylmethyl)-1-oxoisoindoline-5-carboxylic acid C(C)OC1=C(C=C2CN(C(C2=C1)=O)CC1=CC2=CC=CC=C2C=C1)C(=O)O